3β-(Tert-butyldimethylsilyloxy)-5α-androstan-17-one [Si](C)(C)(C(C)(C)C)O[C@@H]1C[C@@H]2CC[C@H]3[C@@H]4CCC([C@@]4(C)CC[C@@H]3[C@]2(CC1)C)=O